acrylate (dicyclopentanyl oxyethylmethacrylate) C1(CCCC1)OC(CC=C(C(=O)O)C)OC1CCCC1.C(C=C)(=O)O